C1(=CC=CC=C1)[C@H]1CC[C@H](CC1)OC[C@@H]1N(CCC[C@@H]1NS(=O)(=O)C)C(C(=O)C)=O N-(cis-2-(((cis-4-phenylcyclohexyl)oxy)methyl)-1-pyruvoylpiperidin-3-yl)methanesulfonamide